NC1=C(C=C2N=C(C=NC2=C1C1=C(C(=CC=C1)O)C)C(F)(F)F)C(=O)N 7-amino-8-(3-hydroxy-2-methyl-phenyl)-3-(trifluoromethyl)quinoxaline-6-carboxamide